(3-(trifluoromethoxy)phenyl)Azole-4-carboxylic acid ethyl ester C(C)OC(=O)C=1C=C(NC1)C1=CC(=CC=C1)OC(F)(F)F